23,29-difluoro-3,6,11,11-tetramethyl-6-phenyl-14,25-dioxa-3,4,12,20,31-pentazapentacyclo[24.3.1.12,5.016,24.017,21]hentriaconta-1(30),2(31),4,16,18,21,23,26,28-nonaen-13-one FC=1C=C2NC=CC2=C2COC(NC(CCCCC(C3=NN(C(C=4C(=CC=C(OC12)C4)F)=N3)C)(C3=CC=CC=C3)C)(C)C)=O